C(#N)C1(CC1)C=1C=CC=2N(C1)C(=CN2)S(=O)(=O)CC 6-(1-cyanocyclopropyl)-3-ethylsulfonyl-imidazo[1,2-a]pyridin